4-[methyl-(dodecyl)amino]butanamide CN(CCCC(=O)N)CCCCCCCCCCCC